CC=1C=C(CNC2=CN=C3N(C2=O)[C@@H](CC3)C(=O)O)C=C(C1)C (S)-3-((3,5-dimethylbenzyl)amino)-4-oxo-4,6,7,8-tetrahydropyrrolo[1,2-a]pyrimidine-6-carboxylic acid